2-butoxy-terephthalaldehyde C(CCC)OC1=C(C=O)C=CC(=C1)C=O